6-(2-methyl-2H-indazol-5-yl)pteridine-7(8H)-one CN1N=C2C=CC(=CC2=C1)C1=NC=2C=NC=NC2NC1=O